BrC(C(=O)NC1=C(C=C(C=C1)C(F)(F)F)Cl)C 2-bromo-N-(2-chloro-4-(trifluoromethyl)phenyl)propanamide